3-[3-[[4-(methylamino)-1-piperidyl]methyl]anilino]piperidine-2,6-dione TFA salt OC(=O)C(F)(F)F.CNC1CCN(CC1)CC=1C=C(NC2C(NC(CC2)=O)=O)C=CC1